N=1C=C(N2C1C=CC=C2)NCCCCOC2=CC=C1CCC(NC1=C2)=O 7-(4-(imidazo[1,2-a]pyridin-3-ylamino)butoxy)-3,4-dihydroquinolin-2(1H)-one